FC=1C=C2C=CC=NC2=C(C1)NC(C1=NC=CC=C1)=O N-(6-fluoroquinolin-8-yl)picolinamide